ClC=1C=C(C=CC1Cl)NC(=S)NC1=CC=C(C=C1)[N+](=O)[O-] 1-(3,4-dichlorophenyl)-3-(4-nitrophenyl)thiourea